C(C=C)(=O)N1[C@@H](C=2NC3=CC=CC=C3C2C[C@H]1C(=O)NC)C1=CC2=C(OCO2)C=C1 (1R,3S)-2-acryloyl-1-(benzo[d][1,3]dioxol-5-yl)-N-methyl-2,3,4,9-tetrahydro-1H-pyrido[3,4-b]indole-3-carboxamide